(S)-5-phenyl-2-(pyrrolidin-2-yl)thiazole C1(=CC=CC=C1)C1=CN=C(S1)[C@H]1NCCC1